(1r,2s,4s)-4-((tert-butyldiphenylsilyl)oxy)-2-(methoxycarbonyl)cyclohexane-1-carboxylic acid [Si](C1=CC=CC=C1)(C1=CC=CC=C1)(C(C)(C)C)O[C@@H]1C[C@@H]([C@@H](CC1)C(=O)O)C(=O)OC